ClC1=C(C(=NC=N1)[C@@H](C)OC1=CC=C(C=C1)C(C)(C)C1=CC=C(OC2CC(C2)NC(OC(C)(C)C)=O)C=C1)F tert-butyl ((1r,3r)-3-(4-(2-(4-(1-(6-chloro-5-fluoropyrimidin-4-yl)ethoxy)phenyl) Propan-2-yl)phenoxy)cyclobutyl)carbamate